(E)-N-(5-(Bis(4-hydroxybutyl)amino)-2-((2,6-dicyano-4-nitrophenyl)diazenyl)-4-methoxyphenyl)-3,5,5-trimethylhexanamide OCCCCN(C=1C(=CC(=C(C1)NC(CC(CC(C)(C)C)C)=O)\N=N\C1=C(C=C(C=C1C#N)[N+](=O)[O-])C#N)OC)CCCCO